[Cl-].C[N+](CCC[Si](OC)(OC)OC)(CCCCCCCCCCCCCCCCCC)C Dimethyloctadecyl-[3-(trimethoxysilyl)propyl]ammonium chloride